C12CN(CC(N1)C2)C2=NC=C(C=N2)C#N 2-{3,6-diazabicyclo[3.1.1]heptan-3-yl}pyrimidine-5-carbonitrile